3-(3-(difluoromethoxy)phenyl)-1-((2R,3S)-3-hydroxybutan-2-yl)-N-(3-methyl-1,1-dioxidothietan-3-yl)-1H-pyrazolo[4,3-b]pyridine-6-carboxamide FC(OC=1C=C(C=CC1)C1=NN(C=2C1=NC=C(C2)C(=O)NC2(CS(C2)(=O)=O)C)[C@H](C)[C@H](C)O)F